CC=1OC(=C(N1)C1=CC(=C(C=C1)NC=1N=CC2=C(N1)C(=NC(=C2)C)N2CCC(CC2)(C)OC)OC)C N-(4-(2,5-dimethyloxazol-4-yl)-2-methoxyphenyl)-8-(4-methoxy-4-methylpiperidin-1-yl)-6-methylpyrido[3,4-d]pyrimidin-2-amine